2,4'-dibromoacetophenone BrCC(=O)C1=CC=C(C=C1)Br